C(C)(C)N(P(=O)(N)N)C(C)C diisopropylphosphoramide